oxazoleboronic acid O1C(=NC=C1)B(O)O